ClC=1C=C(OC2=NC3=C(N=C(C(=C3C=C2)O)C(=O)NCC(=O)O)Br)C=CC1 2-(2-(3-chlorophenoxy)-5-hydroxy-8-bromo-1,7-naphthyridine-6-carboxamido)acetic acid